C(=O)O.COC1=C2C(=NC=C1)C(=CN2)NC2=NC1=C(N2)C=CC(=C1)OC1=CC=CC=C1 N-(7-Methoxy-1H-pyrrolo[3,2-b]pyridin-3-yl)-5-phenoxy-1H-benzo[d]imidazol-2-amine formate